ClC1=CC=C(C=C1)NC1=NC=CC2=CC=CC=C12 N-p-chlorophenyl-isoquinolin-1-amine